(S)-2-(1,2-Dihydroxypropan-2-yl)-N'-((3-methyl-2-(trifluoromethyl)-6,7-dihydro-5H-cyclopenta[b]pyridin-4-yl)carbamoyl)thiazole-5-sulfonimidamide OCC(C)(O)C=1SC(=CN1)[S@](=O)(N)=NC(NC1=C2C(=NC(=C1C)C(F)(F)F)CCC2)=O